[Br-].ClC=1C=C(OCCN2CC=CC=C2)C=CC1Cl N-[2-(3,4-dichloro-phenoxy)ethyl]pyridine bromide